1-methylazetidine-3-amine dihydrochloride Cl.Cl.CN1CC(C1)N